N-(4-methoxybenzyl)-N-methyl-3-(8-oxo-5,6,7,8-tetrahydroimidazo[1,2-a]pyrazin-2-yl)-4-((5-(trifluoromethyl)pyridin-2-yl)amino)benzenesulfonamide COC1=CC=C(CN(S(=O)(=O)C2=CC(=C(C=C2)NC2=NC=C(C=C2)C(F)(F)F)C=2N=C3N(CCNC3=O)C2)C)C=C1